9-(2,4-dimethoxyphenyl)-2,3-dimethoxydibenzo[b,e]oxepin-11(6H)-one COC1=C(C=CC(=C1)OC)C=1C=CC2=C(C(C3=C(OC2)C=C(C(=C3)OC)OC)=O)C1